[N+](=O)([O-])C1=CC=C(C=C1)C1=CC=C(O1)C=1NC=2C(=C3C=CC=NC3=C3N=CC=CC23)N1 2-(5-(4-nitrophenyl)furan-2-yl)-1H-imidazo[4,5-f][1,10]phenanthroline